CC1=NN=C(C2=CC(=CC=C12)C#N)C 1,4-dimethyl-phthalazine-6-carbonitrile